FC1=CC=C(C=C1)CN1[C@H]2COC[C@@H]1CN(C2)C(=O)OC(C)(C)C tert-butyl (1R,5S)-9-[(4-fluorophenyl)methyl]-3-oxa-7,9-diazabicyclo[3.3.1]nonane-7-carboxylate